N-(1-(1-(2,4-bis(trifluoromethyl)phenyl)ethyl)-5-methyl-1H-pyrazol-4-yl)-[2,3'-bipyridine] FC(C1=C(C=CC(=C1)C(F)(F)F)C(C)N1N=CC(=C1C)N1C(=CC=CC1)C=1C=NC=CC1)(F)F